N[C@H](C)C=1C=C(C#N)C=CC1F 3-[(1R)-1-aminoethyl]-4-fluorobenzonitrile